5-(4-((1R,5S)-3,8-diazabicyclo[3.2.1]octan-3-yl)-8-fluoro-2-(((2R,7aS)-2-fluorotetrahydro-1H-pyrrolizin-7a(5H)-yl)methoxy)quinazolin-7-yl)-1,1a,6,6a-tetrahydrocyclopropa[a]inden-3-ol [C@H]12CN(C[C@H](CC1)N2)C2=NC(=NC1=C(C(=CC=C21)C=2C=1CC3C(C1C=C(C2)O)C3)F)OC[C@]32CCCN2C[C@@H](C3)F